C1(CC1)CN1N=CC=C1C(=O)O 1-(cyclopropylmethyl)-1H-pyrazole-5-carboxylic acid